C(#N)C1=CC(=C(COC2=CC=CC(=N2)C2CCN(CC2)C2CCN3C2=NC2=C3C=C(C=C2)C(=O)OC)C=C1)F methyl 3-(4-(6-((4-cyano-2-fluorobenzyl)oxy)pyridin-2-yl)piperidin-1-yl)-2,3-dihydro-1H-benzo[d]pyrrolo[1,2-a]imidazole-7-carboxylate